(R)-(5-bromo-7-((tetrahydrofuran-2-yl)methoxy)benzofuran-3-yl)methanol BrC=1C=C(C2=C(C(=CO2)CO)C1)OC[C@@H]1OCCC1